8-(benzylamino)-7-hydroxyphenazine-3-sulfonic acid C(C1=CC=CC=C1)NC1=C(C=C2N=C3C=C(C=CC3=NC2=C1)S(=O)(=O)O)O